benzyl (2R)-2-[(4-fluorophenyl)methyl]-4-imidazo[1,2-a]pyridin-2-yl-3-oxo-piperazine-1-carboxylate FC1=CC=C(C=C1)C[C@H]1N(CCN(C1=O)C=1N=C2N(C=CC=C2)C1)C(=O)OCC1=CC=CC=C1